NCCOC=1C=CC=2C[C@@H]3[C@@H]4CCC([C@H]5[C@@]4(C2C1O5)CCN3C)=O 3-O-aminoethyl-hydromorphone